(4-(3-(6-bromo-7-(((S)-1-(ethylsulfonyl)pyrrolidine-3-yl)amino)-3H-imidazo[4,5-b]pyridine-2-yl)-2,5-dimethyl-1H-pyrrol-1-yl)-3-methylphenyl)(morpholino)methanone BrC=1C(=C2C(=NC1)NC(=N2)C2=C(N(C(=C2)C)C2=C(C=C(C=C2)C(=O)N2CCOCC2)C)C)N[C@@H]2CN(CC2)S(=O)(=O)CC